2-((6-oxo-5-(trifluoromethyl)-1,6-dihydropyridazin-4-yl)amino)butyraldehyde-O-(2-oxo-2-(4-(5-(trifluoromethyl)pyrimidin-2-yl)piperazin-1-yl)ethyl) oxime O=C(CON=CC(CC)NC=1C=NNC(C1C(F)(F)F)=O)N1CCN(CC1)C1=NC=C(C=N1)C(F)(F)F